C(C1=CC=CC=C1)OC(=O)N1CCNC([C@@H](C1)NC1=NC=2C(=CC=CC2C=2N1N=C(N2)C=2C=NN(C2)C)Cl)=O (6R)-6-{[7-chloro-2-(1-methyl-1H-pyrazol-4-yl)[1,2,4]triazolo[1,5-c]quinazolin-5-yl]amino}-5-oxo-1,4-diazepan-1-carboxylic acid benzyl ester